C1(CCCCC1)N1C=NC(=C1C1=NC(=NC=C1)NCC1CCC(CC1)(F)F)C1=CC=C(C=C1)F 4-(1-Cyclohexyl-4-(4-fluorophenyl)-1H-imidazol-5-yl)-N-((4,4-difluorocyclohexyl)methyl)pyrimidin-2-amine